C(C)OC(C(C)(C1=CC=C(C=C1)O)C1=CC=C(C=C1)O)=O 4-hydroxy-α-(4-hydroxyphenyl)-α-methylphenylacetic acid ethyl ester